ClC=1C(=CC(=C(C1)B(O)O)OC)Cl (5-chloro-4-chloro-2-methoxyphenyl)boronic acid